1-(6-chloropyridin-2-yl)-N,N-dimethylmethanamine ClC1=CC=CC(=N1)CN(C)C